ClC=1C(=C2C(=NC1)NC(=N2)C2=CC=C(C=C2)N2CCN(CC2)CCOCCOC)NC2CCN(CC2)C(C)C 6-Chloro-2-(4-{4-[2-(2-methoxyethoxy)ethyl]piperazin-1-yl}phenyl)-N-[1-(1-methylethyl)piperidin-4-yl]-3H-imidazo[4,5-b]pyridin-7-amine